(2R,3R,4R,5S)-4-[[3-(3,4-difluoro-2-methoxy-phenyl)-4-ethyl-5-methyl-5-(trifluoromethyl)tetrahydrofuran-2-carbonyl]amino]pyridine-2-carboxamide FC=1C(=C(C=CC1F)[C@@H]1[C@@H](O[C@@]([C@@H]1CC)(C(F)(F)F)C)C(=O)NC1=CC(=NC=C1)C(=O)N)OC